5-amino-3-(difluoromethyl)-N,N-dimethylpyridineamide NC=1C=C(C(=NC1)C(=O)N(C)C)C(F)F